C(N)(=O)C1=CC2=C(C(=N1)C1=NC(=NN1C)C1=CC(=NN1CC)C(=O)O)C=NN2C 5-[5-(6-carbamoyl-1-methyl-1H-pyrazolo[4,3-c]pyridin-4-yl)-1-methyl-1H-1,2,4-triazol-3-yl]-1-ethyl-1H-pyrazole-3-carboxylic acid